FC(C1=CC=C(C(N1)=O)C(=O)NC1C2=CC=CC=C2SC=2C=CC=CC12)F 6-(difluoromethyl)-2-oxo-N-(9H-thioxanthen-9-yl)-1,2-dihydropyridine-3-carboxamide